C1(CC1)S(=O)(=O)N1N=CC(=C1)C1=NC=CC(=N1)NC1=NC=C(C(=C1)NC1CCC(CC1)(O)C)C=1N=C(SC1)N1CCN(CC1)C (1s,4s)-4-((2-((2-(1-(Cyclopropylsulfonyl)-1H-pyrazol-4-yl)pyrimidin-4-yl)amino)-5-(2-(4-methylpiperazin-1-yl)thiazol-4-yl)pyridin-4-yl)amino)-1-methylcyclohexan-1-ol